CC1=NOC(=C1NC(=O)O[C@H](C)C1=CC=CC=C1)C1CCN(CC1)C1=CC=C(C=C1)C1(CC1)C(=O)OC methyl 1-(4-{4-[3-methyl-4-({[(1R)-1-phenylethoxy]carbonyl}amino)-1,2-oxazol-5-yl]piperidin-1-yl}phenyl)cyclopropane-1-carboxylate